FC1=C(C(=CC(=C1)C1=NC=2C=NC(=NC2N(C1=O)C(C)C)S(=O)(=O)C)F)NS(=O)(=O)CCC(F)(F)F N-(2,6-difluoro-4-(8-isopropyl-2-(methylsulfonyl)-7-oxo-7,8-dihydropteridin-6-yl)phenyl)-3,3,3-trifluoropropane-1-sulfonamide